azetidin-1-yl-(4-(chloromethyl)-3-fluorophenyl)methanone N1(CCC1)C(=O)C1=CC(=C(C=C1)CCl)F